trans-3-((3-Fluorocyclobutyl)amino)-5-(4-hydroxycyclohexyl)-8-((4-methylpiperazin-1-yl)methyl)pyrimido[4,5-c]isoquinolin-6(5H)-one Triformate Salt C(=O)O.C(=O)O.C(=O)O.FC1CC(C1)NC=1N=CC2=C(N(C(C=3C=C(C=CC23)CN2CCN(CC2)C)=O)[C@@H]2CC[C@H](CC2)O)N1